1-((2-(dimethylamino)ethyl)amino)anthracene-9,10-dione CN(CCNC1=CC=CC=2C(C3=CC=CC=C3C(C12)=O)=O)C